COC1OC2=C(O1)C1=C(C=C2)S2(C=3C=CC=CC3C1)OCCCCO2 2'-methoxyspiro[1,3-dioxepane-2,6'-thiochromeno[2,3-g][1,3]benzodioxole]